ClC=1N=C2C(=NC1NS(=O)(=O)CC1=NC=CC=C1)N(C(=N2)C2=NC(=CC=C2)OCC)C2=C(C=CC=C2OC)OC N-(5-Chloro-1-(2,6-dimethoxyphenyl)-2-(6-ethoxypyridin-2-yl)-1H-imidazo[4,5-b]pyrazin-6-yl)-1-(pyridin-2-yl)methanesulfonamide